The molecule is a member of the class of bianthracenes resulting from the oxidative dimerisation of emodin between position 4 of one molecule and position 5 of the other. It derives from an emodin. CC1=CC2=C(C(=C1)O)C(=O)C3=C(C=C(C(=C3C2=O)C4=C5C(=C(C=C4C)O)C(=O)C6=C(C5=O)C=C(C=C6O)O)O)O